FC1=C(C(=O)C2=CNC3=NC=C(C=C32)C=3C=CC(=NC3)N3CCN(CC3)C(=O)OC(C)(C)C)C(=CC=C1NS(=O)(=O)CCC)F tert-butyl 4-[5-[3-[2,6-difluoro-3-(propylsulfonylamino)benzoyl]-1H-pyrrolo[2,3-b]pyridin-5-yl]-2-pyridyl]piperazine-1-carboxylate